4-((6-methoxy-1,5-naphthyridin-4-yl)oxy)aniline COC=1N=C2C(=CC=NC2=CC1)OC1=CC=C(N)C=C1